C1(CCC1)CNC1=C(C=C2C=NC(=NC2=C1)CSC1CCNCC1)OC 7-((cyclobutylmethyl)amino)-6-methoxy-2-((piperidin-4-ylthio)methyl)quinazolin